N1=C(C=CC=C1)CNCC1=NC=CC=C1 di(2-picolyl)amine